2-((2',2''-dichloro-3-(difluoromethoxy)-3''-(6-methoxy-5-((6-oxo-2,5-diazaspiro[3.4]octan-2-yl)methyl)pyridin-2-yl)-[1,1':3',1''-terphenyl]-4-yl)methyl)-2,5-diazaspiro[3.4]octan-6-one ClC1=C(C=CC=C1C1=C(C(=CC=C1)C1=NC(=C(C=C1)CN1CC2(C1)NC(CC2)=O)OC)Cl)C2=CC(=C(C=C2)CN2CC1(C2)NC(CC1)=O)OC(F)F